tert-Butyl 2-{[2-(1,1-dioxido-2,3-dihydro-1,4-benzothiazepin-4(5H)-yl)-6-methylquinolin-4-ylamino]-methyl}-morpholine-4-carboxylate O=S1(CCN(CC2=C1C=CC=C2)C2=NC1=CC=C(C=C1C(=C2)NCC2CN(CCO2)C(=O)OC(C)(C)C)C)=O